2-((2R,5S)-2-(2-(1-cyclopropylpiperidin-4-yl)benzo[d]thiazol-5-yl)-5-methylpiperidin-1-yl)-2-oxo-N-(1H-pyrazolo[4,3-c]pyridin-7-yl)acetamide C1(CC1)N1CCC(CC1)C=1SC2=C(N1)C=C(C=C2)[C@@H]2N(C[C@H](CC2)C)C(C(=O)NC=2C1=C(C=NC2)C=NN1)=O